trifluoromethanesulfonic acid 4-oxo-thiochroman-7-yl ester O=C1CCSC2=CC(=CC=C12)OS(=O)(=O)C(F)(F)F